[C@@]12(CCC[C@H](CC1)N2C)C(=O)[O-] tropancarboxylat